2,2'-[(1-methylethyl)imino]diethyl alcohol CC(C)N(CCO)CCO